tert-Butyl ((3S,4R)-4-hydroxy-1-(7-methoxy-1-methyl-2-(1-(2,2,2-trifluoroethyl)-1H-indol-2-yl)-1H-benzo[d]imidazole-5-carbonyl)piperidin-3-yl)carbamate O[C@H]1[C@H](CN(CC1)C(=O)C1=CC2=C(N(C(=N2)C=2N(C3=CC=CC=C3C2)CC(F)(F)F)C)C(=C1)OC)NC(OC(C)(C)C)=O